C(CCCC)OC(CCCCCCCC\C=C/CCO)OCCCCC (3Z)-13,13-dipentoxy-3-tridecen-1-ol